5-(2-aminoethyl)indol-2-one NCCC1=CC2=CC(N=C2C=C1)=O